C[C@H]1CCC=2[C@H](CC[C@H](CC12)C(C)(C)O)C 2-[(3S,5R,8S)-3,8-Dimethyl-1,2,3,4,5,6,7,8-octahydro-5-azulenyl]-2-propanol